Cl.NC\C=C(\CN1N=NC2=C1C=C(C=C2C2=CC(=CC=C2)S(=O)(=O)CC)C(=O)N2CCCC2)/F (Z)-(1-(4-amino-2-fluoro-but-2-en-1-yl)-4-(3-(ethylsulfonyl)phenyl)-1H-benzo[d][1,2,3]triazol-6-yl)(pyrrolidin-1-yl)methanone hydrochloride